2,5-bisaminomethyltetrahydrofuran NCC1OC(CC1)CN